tert-butyl N-[(3R)-1,1,4-trioxo-7-[5-(1,2,2,2-tetrafluoro-1-methoxy-ethyl)-1,3,4-oxadiazol-2-yl]-5-[[4-(trifluoromethoxy)phenyl]methyl]-2,3-dihydro-1λ6,5-benzothiazepin-3-yl]carbamate O=S1(C[C@@H](C(N(C2=C1C=CC(=C2)C=2OC(=NN2)C(C(F)(F)F)(OC)F)CC2=CC=C(C=C2)OC(F)(F)F)=O)NC(OC(C)(C)C)=O)=O